1,2,4,5-tetrazineamine hydrochloride Cl.N1=NC(=NN=C1)N